N1(CCC1)C=1C=C(C=CC1)N1C(=C2C(N(N=CC2=C1C)C1=NC=C(C#N)C=C1)=O)C 6-(6-(3-(Azetidin-1-yl)phenyl)-5,7-dimethyl-1-oxo-1H-pyrrolo[3,4-d]pyridazin-2(6H)-yl)nicotinonitrile